indazol-6-ol N1N=CC2=CC=C(C=C12)O